4-[5-[(1R)-2-amino-1-hydroxyethyl]pyrimidin-2-yl]-3-(5-cyclopropyl-2-methylpyrazol-3-yl)oxybenzonitrile NC[C@H](O)C=1C=NC(=NC1)C1=C(C=C(C#N)C=C1)OC=1N(N=C(C1)C1CC1)C